1,1'-ferrocenediethanol [C-]1(C=CC=C1)CCO.[C-]1(C=CC=C1)CCO.[Fe+2]